ClC1=NC=C(C(=C1)C=1C=NN(C1)C1CC1)C#CC=1C=NN(C1)C 2-chloro-4-(1-cyclopropylpyrazol-4-yl)-5-(2-(1-methylpyrazol-4-yl)ethynyl)pyridine